C(=O)(OC(C)(C)C)NC1=CC=C(C=C1)B(O)O 4-(N-Boc-amino)phenylboronic acid